C(C(C)C)C1=CC=C(C=C1)C(C(C)(O)C)C 3-(4-isobutyl-phenyl)-2-methylbutan-2-ol